3,3'-(((azanediylbis(propane-3,1-diyl))bis(oxy))bis(4,1-phenylene))bis(N-(2-((S)-2-cyano-4,4-difluoropyrrolidin-1-yl)-2-oxoethyl)isonicotinamide) N(CCCOC1=CC=C(C=C1)C1=C(C(=O)NCC(=O)N2[C@@H](CC(C2)(F)F)C#N)C=CN=C1)CCCOC1=CC=C(C=C1)C1=C(C(=O)NCC(N2[C@@H](CC(C2)(F)F)C#N)=O)C=CN=C1